(4-cyclopropylphenyl)Azole-4-carboxylic acid ethyl ester C(C)OC(=O)C=1C=C(NC1)C1=CC=C(C=C1)C1CC1